tert-Butyl 1-(4-(1,1,1,3,3,3-hexafluoro-2-hydroxypropan-2-yl)phenylcarbamoyl)-5-(3-methoxy-3-oxopropylthio)isoindoline-2-carboxylate FC(C(C(F)(F)F)(O)C1=CC=C(C=C1)NC(=O)C1N(CC2=CC(=CC=C12)SCCC(=O)OC)C(=O)OC(C)(C)C)(F)F